NC1=NN(C=C1C(=O)N)[C@H]1[C@@H](CCC1)C#N 3-amino-1-(trans-2-cyanocyclopentyl)pyrazole-4-carboxamide